C(C1=CC=CC=C1)N[C@H](C(=O)OC)CO methyl (2S)-2-(benzylamino)-3-hydroxypropionate